FC(C(=O)OCC)(C1=CC=C(C=C1)Cl)F ethyl 2,2-difluoro-2-(4-chlorophenyl)acetate